C(C)(C)N(C(=O)NC1=CC=C(C=C1)OC(F)(F)F)CC1=CC=2N(C=C1)N=CC2 1-Isopropyl-1-(pyrazolo[1,5-a]pyridin-5-ylmethyl)-3-(4-(trifluoromethoxy)phenyl)urea